O=S1(C2=C(OCC13CCC3)C=C(C=C2)NC(C)=O)=O N-(4,4-dioxido-2H-spiro[benzo[b][1,4]-oxathiine-3,1'-cyclobutan]-7-yl)acetamide